10-Bromo-7,8-dichloro-6-((2-(trimethyl-silyl)ethoxy)methyl)-3,4,5,6-tetrahydroazepino[4,5-b]indol-2(1H)-one BrC=1C=2C3=C(N(C2C(=C(C1)Cl)Cl)COCC[Si](C)(C)C)CCNC(C3)=O